O[C@](C(=O)OCC(=O)C1=CC=C(C=C1)OC)(C(C)=O)C 2-(4-methoxyphenyl)-2-oxoethyl (S)-2-hydroxy-2-methyl-3-oxobutyrate